FC1=CC=C2C(=CNC(C2=C1F)=O)[C@H](C)N(C(=O)NCC1=CC(=C(C=C1)F)F)C (S)-1-(1-(7,8-difluoro-1-oxo-1,2-dihydroisoquinolin-4-yl)ethyl)-3-(3,4-difluorobenzyl)-1-methylurea